N1=C(C=CC=C1)OC=1C=CC=C2C=CNC12 7-(pyridin-2-yloxy)-1H-indole